{2-[5-(1-{[(4-methoxy-2-methylphenyl)(phenyl)methyl]carbamoyl}cyclopropyl)-1H-indol-3-yl]ethoxy}phosphonic acid COC1=CC(=C(C=C1)C(C1=CC=CC=C1)NC(=O)C1(CC1)C=1C=C2C(=CNC2=CC1)CCOP(O)(O)=O)C